[Al+3].C1(=CC=C(C=C1)[O-])C1=CC=CC=C1.C1(=CC=C(C=C1)[O-])C1=CC=CC=C1.C1(=CC=C(C=C1)[O-])C1=CC=CC=C1 (1,1'-Biphenyl-4-olate) aluminum